C(C)C1=C2C3(C(NC2=CC=C1OC)=O)CC3 ethyl-5'-methoxyspiro[cyclopropan-1,3'-indol]-2'-one